3-(5-((4-(2-methoxyphenyl)piperazin-1-yl)methyl)-1-oxoisoindolin-2-yl)piperidine-2,6-dione COC1=C(C=CC=C1)N1CCN(CC1)CC=1C=C2CN(C(C2=CC1)=O)C1C(NC(CC1)=O)=O